C(#N)C=1C=C(C=CC1)CN 3-cyano-benzenemethylamine